platinum (II) [bis((pyridyl)phenyl)aniline] N1=C(C=CC=C1)C1=C(C=CC=C1)N(C1=CC=CC=C1)C1=C(C=CC=C1)C1=NC=CC=C1.[Pt+2]